C1(CC1)C=1N=NN(C1)[C@H](C(=O)N1[C@@H](C[C@H](C1)O)C(=O)NC[C@@]12OCCC[C@H]2C1(F)F)C(C)(C)C (2S,4r)-1-[(2S)-2-(4-cyclopropyl-triazol-1-yl)-3,3-dimethyl-butyryl]-N-[[(1r,6r)-7,7-difluoro-2-oxabicyclo[4.1.0]heptan-1-yl]methyl]-4-hydroxy-pyrrolidine-2-carboxamide